BrC=1C=C(C(N(C1)C)=O)NC1=NN2C(CN(CC2)C)=C1 5-Bromo-1-methyl-3-(5-methyl-4,5,6,7-tetrahydropyrazolo[1,5-a]pyrazin-2-ylamino)pyridin-2(1H)-one